(R)-4-(1-(4-(3,4-difluorophenyl)-1-(4-(trifluoromethyl)benzyl)-1H-indol-7-amido)ethyl)benzoic acid FC=1C=C(C=CC1F)C1=C2C=CN(C2=C(C=C1)C(=O)N[C@H](C)C1=CC=C(C(=O)O)C=C1)CC1=CC=C(C=C1)C(F)(F)F